ClC=1C(=C(C=CC1)S(=O)(=O)N1CCC2(CC(CO2)NC[C@@H](COC=2C=C(C=CC2)S(=O)(=O)NC)O)CC1)C 3-((2S)-3-(8-(3-chloro-2-methylphenylsulfonyl)-1-oxa-8-azaspiro[4.5]decan-3-ylamino)-2-hydroxypropoxy)-N-methylbenzenesulfonamide